4-(1H-benzo[d]imidazol-1-yl)-N-(3-morpholinopropyl)thiophene-2-carboxamide N1(C=NC2=C1C=CC=C2)C=2C=C(SC2)C(=O)NCCCN2CCOCC2